C(C)(C)(C)OC(=O)N(C)CC1=CC=C(C=C1)NC(CCCCCCC(=O)OC(C)(C)C)=O tert-Butyl 8-((4-(((tert-butoxycarbonyl)(methyl)amino)methyl)phenyl)amino)-8-oxooctanoate